BrC1=CC=C2N=C(C(NC2=C1C)=O)CC 7-bromo-3-ethyl-8-methyl-1H-quinoxalin-2-one